FC1(CC(NC1)C1=CC(=CC=C1)F)F 4,4-difluoro-2-(3-fluorophenyl)pyrrolidine